(1s,4s)-1-formyl-7-azabicyclo[2.2.1]heptane-7-carboxylic acid tert-butyl ester C(C)(C)(C)OC(=O)N1C2(CCC1CC2)C=O